hydroxylamine nitrate salt [N+](=O)(O)[O-].NO